C(C)(C)C=1C=C2C(=C(N(C2=CC1)CC(C(=O)N)(C)C)C1=CC=CC=C1)C(CCC1=CC=CC=C1)=O 3-(5-Isopropyl-2-phenyl-3-(3-phenylpropanoyl)-1H-indol-1-yl)-2,2-dimethylpropanamide